ClC1=C(C=CC=C1Cl)N1C2CCC2NCC1 2-(2,3-dichlorophenyl)-2,5-diazabicyclo[4.2.0]octane